(3S)-1-[3-bromo-2-(difluoromethyl)phenyl]-N,N-dimethylpiperidin-3-amine BrC=1C(=C(C=CC1)N1C[C@H](CCC1)N(C)C)C(F)F